ClC1=C(C=C(C=C1)C(CN1N=C(C(=C1C(=O)OC)COC)C(=O)OCC)=O)F 3-Ethyl 5-methyl 1-[2-(4-chloro-3-fluorophenyl)-2-oxoethyl]-4-(methoxymethyl)-1H-pyrazole-3,5-dicarboxylate